FC1=C(C=CC(=C1)F)C#CC1=CC=C(C(=O)NCC2(COC2)CC)C=C1 4-((2,4-difluorophenyl)ethynyl)-N-((3-ethyloxetan-3-yl)methyl)benzamide